C(C1=CC=CC=C1)OC(=O)N1CCN(CC1)C(CN1C=NC(=C1C1=CC(=NC=C1)CN)C1=CC=C(C=C1)Cl)=O.CC1=CC=C(C=C1)S(=O)(=O)NCC(=O)N1CCOCC1 4-Methyl-N-(2-morpholino-2-oxoethyl)benzenesulfonamide benzyl-4-(2-{5-[2-(aminomethyl)pyridin-4-yl]-4-(4-chlorophenyl)-1H-imidazol-1-yl}acetyl)piperazine-1-carboxylate